CC=1C=C(C=C(C1)C)S(=O)(=O)N1CCS(C2=C1C=C(C=C2)C(=O)NC2=CC=C(C(=O)O)C=C2)(=O)=O 4-{[4-(3,5-Dimethyl-benzenesulfonyl)-1,1-dioxo-1,2,3,4-tetrahydro-benzo[1,4]thiazine-6-carbonyl]-amino}-benzoic acid